CC1C(CC(CC1)=C(C)C)SC[C@H](N)C(=O)OCC ethyl S-(2-methyl-5-(propan-2-ylidene)cyclohexyl)cysteinate